ClC=1C=C(C=O)C=C(C1)F 3-chloro-5-fluorobenzaldehyde